1-(3,4-dimethyl-2-(p-tolyl)-2H-pyrazolo[3,4-d]pyridazin-7-yl)-N-methylpyrrolidine-3-carboxamide CC=1N(N=C2C(=NN=C(C21)C)N2CC(CC2)C(=O)NC)C2=CC=C(C=C2)C